1-(2-chloro-4-methoxy-phenyl)-6-cyclopropyl-N-[3,5-difluoro-4-[(3-fluoro-6,7-dimethoxy-4-quinolyl)oxy]phenyl]-2-oxo-pyridine-3-carboxamide ClC1=C(C=CC(=C1)OC)N1C(C(=CC=C1C1CC1)C(=O)NC1=CC(=C(C(=C1)F)OC1=C(C=NC2=CC(=C(C=C12)OC)OC)F)F)=O